NC=1C(=NC(=C(C1)F)C1=C(C=CC=C1F)F)C(=O)NC=1C(=C2C(=NC1)OCC2)N2C[C@H](CCC2)N 3-amino-N-{4-[(3S)-3-aminopiperidin-1-yl]-2,3-dihydrofuro[2,3-b]pyridin-5-yl}-6-(2,6-difluorophenyl)-5-fluoropyridine-2-carboxamide